7-(difluoromethoxy)-8-fluorobenzofuro[3,2-b]pyridine FC(OC1=CC2=C(C=C1F)C1=NC=CC=C1O2)F